FC(C(=O)O)(F)F.NC=1C=2N(C=C(N1)C(=O)NC13COC(C1)(C3)CO)C(=CN2)C2=C(C=CC(=C2)C(C(F)(F)F)(C)O)C 8-Amino-N-(1-(hydroxymethyl)-2-oxabicyclo[2.1.1]hexan-4-yl)-3-(2-methyl-5-(1,1,1-trifluoro-2-hydroxypropan-2-yl)phenyl)imidazo[1,2-a]pyrazine-6-carboxamide trifluoroacetate salt